BrC=1C=CC(=NC1)CN1CCC(CC1)C(=O)OC methyl 1-((5-bromopyridin-2-yl)methyl)piperidine-4-carboxylate